FC(C#CC1=NC(=NC(=N1)N[C@@H](C(F)(F)F)C)N[C@@H](C(F)(F)F)C)(C)C 6-(3-Fluoro-3-methylbut-1-yn-1-yl)-N2,N4-bis((R)-1,1,1-trifluoroprop-2-yl)-1,3,5-triazine-2,4-diamine